ClC1=CC(=CN=N1)N1N=C2C=C(C=CC2=C1)N 2-(6-chloropyridazin-4-yl)-2H-indazol-6-amine